C1(CC1)N1C=C(C2=C1C=NN(C2=O)CC(=O)N[C@@H](C)C2=CC=C(C=C2)C(F)(F)F)C (S)-2-(1-Cyclopropyl-3-methyl-4-oxo-1,4-dihydro-5H-pyrrolo[2,3-d]pyridazin-5-yl)-N-(1-(4-(trifluoromethyl)phenyl)ethyl)acetamid